FC=1C=C(C#N)C=C(C1)OC1=CC=C2C=3C(CC(C13)=O)(C(C2(F)F)(F)F)O 3-fluoro-5-((3,3,4,4-tetrafluoro-2a-hydroxy-1-oxo-2,2a,3,4-tetrahydro-1H-cyclopenta[cd]inden-7-yl)oxy)benzonitrile